C1(=NC=CC2=CC=CC=C12)N1N=C(N=C1N)NC1=CC=C(C=C1)CN1CCN(CC1)C 1-(isoquinolin-1-yl)-N3-(4-((4-methylpiperazin-1-yl)methyl)phenyl)-1H-1,2,4-triazole-3,5-diamine